CC1=NOC2=C1C=CC(=C2)OCC(=O)O 2-((3-methylbenzo[d]isoxazol-6-yl)oxy)acetic acid